CC1C(C(CC1)C)C 1,2,3-trimethyl-cyclopentane